4-((3,4-dichlorophenyl)difluoromethyl)-1H-1,2,3-triazole-5-carboxylic acid ClC=1C=C(C=CC1Cl)C(C=1N=NNC1C(=O)O)(F)F